tert-Butyl 6-[[5-(trifluoromethyl)pyrimidin-2-yl]methyl]-2-azaspiro[3.3]heptane-2-carboxylate FC(C=1C=NC(=NC1)CC1CC2(CN(C2)C(=O)OC(C)(C)C)C1)(F)F